C(#N)C1=NC=C(C=C1SCCC(C#N)C#N)C(F)(F)F [2-[[2-cyano-5-(trifluoromethyl)-3-pyridinyl]sulfanyl]ethyl]malononitrile